ClC1(C2C=CC(C(C1=O)(Cl)Cl)N2C(=O)OCC2=CC=CC=C2)Cl benzyl 2,2,4,4-tetrachloro-3-oxo-8-azabicyclo[3.2.1]oct-6-ene-8-carboxylate